2-cyclopropyl-7-(3,5-dimethyl-1,2-oxazol-4-yl)-N-[(2S)-1-piperazin-1-ylpropan-2-yl]thieno[3,2-d]pyrimidin-4-amine hydrochloride Cl.C1(CC1)C=1N=C(C2=C(N1)C(=CS2)C=2C(=NOC2C)C)N[C@H](CN2CCNCC2)C